N-(3-methyl-1-(4-(trifluoromethyl)benzoyl)-1H-pyrrolo[2,3-b]pyridin-5-yl)acrylamide ethyl-2-[4-(2-methoxypyridin-4-yl)pyrazol-1-yl]-3-methylbutyrate C(C)OC(C(C(C)C)N1N=CC(=C1)C1=CC(=NC=C1)OC)=O.CC1=CN(C2=NC=C(C=C21)NC(C=C)=O)C(C2=CC=C(C=C2)C(F)(F)F)=O